Sodium propargyl alcohol C(C#C)O.[Na]